2-(4-amino-4-methylpiperidin-1-yl)-N-(5-cyclopropyl-4-fluoro-1H-pyrazol-3-yl)-6-ethynyl-quinazolin-4-amine dihydrochloride Cl.Cl.NC1(CCN(CC1)C1=NC2=CC=C(C=C2C(=N1)NC1=NNC(=C1F)C1CC1)C#C)C